2-(7-(1-(4-Chlorobenzyl)piperidin-3-yl)-2-methylpyrazolo[1,5-a]pyrimidin-3-yl)-N,N-dimethylethan-1-amine ClC1=CC=C(CN2CC(CCC2)C2=CC=NC=3N2N=C(C3CCN(C)C)C)C=C1